2-hydroxy-4-methoxyphenylethanone OC1=C(C=CC(=C1)OC)C(C)=O